CN(C)CC1=C(C=CC(=N1)NC=1C=CC(=C2CNC(C12)=O)C1=CN=C2N1C=CC(=C2)F)N2CCOC[C@H](C2)O (S)-7-((6-((dimethylamino)methyl)-5-(6-hydroxy-1,4-oxazepan-4-yl)pyridin-2-yl)amino)-4-(7-fluoroimidazo[1,2-a]pyridin-3-yl)isoindolin-1-one